cis-6-nonanal CCCCCC(CCC)=O